C(C1=CC=CC=C1)(=O)OC(CCC=C(C)C)(C)C=C 1-vinyl-1,5-dimethyl-4-hexenyl benzoate